[2-(dimethylamino)ethyl]-N-(1-methyl-1H-pyrazol-4-yl)sulfamide hydrochloride Cl.CN(CCN(S(=O)(=O)N)C=1C=NN(C1)C)C